COC=O.NC1=C(C=CC=C1)NC=1C=CC=NC1C 5-((2-aminophenyl)amino)-6-methylpyridine methyl-formate